FC(F)(F)SCCCCCOC1=C(C=C(C(=C1)[S@](=O)CC(F)(F)F)Cl)F |r| (RS)-[5-[4-chloro-2-fluoro-5-[(2,2,2-trifluoroethyl)sulfinyl]phenoxy]pentyl] trifluoromethyl thioether